C(N)(=O)C1=CC=C2C(=N1)N(N=N2)C2=CC(=C(C(=O)N(C1=NC=CC3=CC=CC(=C13)C)[C@H]1CN(CCC1)C(=O)OC(C)(C)C)C=C2)F tert-butyl (R)-3-(4-(5-carbamoyl-3H-[1,2,3]triazolo[4,5-b]pyridin-3-yl)-2-fluoro-N-(8-methylisoquinolin-1-yl)benzamido)piperidine-1-carboxylate